(S)-8-chloro-6-(((5-iodo-1-(1-(trifluoromethyl)cyclopropyl)-1H-1,2,3-triazol-4-yl)(1-methoxyisoquinolin-5-yl)methyl)amino)-4-(neopentylamino)quinoline-3-carbonitrile ClC=1C=C(C=C2C(=C(C=NC12)C#N)NCC(C)(C)C)N[C@@H](C1=C2C=CN=C(C2=CC=C1)OC)C=1N=NN(C1I)C1(CC1)C(F)(F)F